CCC(CCCCC)S gamma-octanethiol